CC1=CC=2C(C3=CC=C(C=C3C(C2C=C1)=O)C)=O 2,6-dimethyl-9,10-anthraquinone